CC(C)(C)OC(=O)N1CCC2(CC(=NO2)C(=O)OCC)CCC1 ethyl 8-{[(2-methylpropan-2-yl)oxy]carbonyl}-2,8-diaza-1-oxaspiro[4.6]undec-2-ene-3-carboxylate